2-bromo-3,5-difluoroaniline BrC1=C(N)C=C(C=C1F)F